ClC=1C(=C(C=CC1)C(\C=C\C1=C(C=C(C=C1)OCOC)OCC1=CC=C(C=C1)OC)=O)O (E)-1-(3-chloro-2-hydroxy-phenyl)-3-[4-(methoxymethoxy)-2-[(4-methoxyphenyl)methoxy]phenyl]prop-2-en-1-one